4-{5-[6-(4-amino-4-methylpiperidin-1-yl)-1H-pyrazolo[3,4-b]pyrazin-3-yl]-4-chloro-1,3-dihydroisoindole-2-carbonyl}-6-isopropylbenzene-1,3-diol NC1(CCN(CC1)C1=CN=C2C(=N1)NN=C2C=2C(=C1CN(CC1=CC2)C(=O)C2=C(C=C(C(=C2)C(C)C)O)O)Cl)C